2-hydroxypropionic acid tert-butyl ester C(C)(C)(C)OC(C(C)O)=O